CC1=CC=C(O1)C1=NN(C=C1C1NC(=NC=2N1C1=C(N2)C=CC=C1)NC(C)=O)C1=CC=CC=C1 N-(4-(3-(5-Methylfuran-2-yl)-1-phenyl-1H-pyrazol-4-yl)-3,4-dihydrobenzo[4,5]imidazo[1,2-a][1,3,5]triazin-2-yl)acetamid